2-cyano-2-propyl dodecyl trithiocarbonate C(SC(C)(C)C#N)(SCCCCCCCCCCCC)=S